2-methyl-5-[methyl(4-{5H,6H,7H,8H,9H-[1,2,4]triazolo[4,3-a]azepin-3-yl}phenyl)amino]-3H-isoindol-1-one CN1C(C2=CC=C(C=C2C1)N(C1=CC=C(C=C1)C1=NN=C2N1CCCCC2)C)=O